C(C1CO1)OC(C=C)=O acrylic glycidyl ester